C(C=C)N1N(C2=NC(=NC=C2C1=O)NC=1C=C2C=NN(C2=CC1)C)C1=NC(=CC=C1)O[C@H]1C[C@H](NCC1)C 2-allyl-6-((1-methyl-1H-indazol-5-yl)amino)-1-(6-(((2R,4R)-2-methylpiperidin-4-yl)oxy)pyridin-2-yl)-1,2-dihydro-3H-pyrazolo[3,4-d]pyrimidin-3-one